1-methyl-3,5-dinitro-1,2,4-triazole CN1N=C(N=C1[N+](=O)[O-])[N+](=O)[O-]